3-methyl-5-(2-(4-nitrophenoxy)ethyl)pyridine CC=1C=NC=C(C1)CCOC1=CC=C(C=C1)[N+](=O)[O-]